C1(CCCCCCCCCCCCCCCCCCC1)=O cycloicosanone